C/C(/C=C/C(C)=O)=C\C1=CC=C(C=C1)C (3E,5E)-5-methyl-6-(p-tolyl)hexa-3,5-dien-2-one